(3S)-3-[4-(pent-3-yn-1-yloxy)phenyl]Hex-4-ynoic acid methyl ester COC(C[C@H](C#CC)C1=CC=C(C=C1)OCCC#CC)=O